N-(3-bromophenyl)-5-chloro-3-(N-(4-ethoxy-3-methoxyphenyl)-N-methylsulfamoyl)thiophene-2-carboxamide BrC=1C=C(C=CC1)NC(=O)C=1SC(=CC1S(N(C)C1=CC(=C(C=C1)OCC)OC)(=O)=O)Cl